(R)-benzyl 2-({[(9H-fluoren-9-yl)methoxy]carbonyl}amino)-3-[(tert-butoxycarbonyl)amino]propanoate C1=CC=CC=2C3=CC=CC=C3C(C12)COC(=O)N[C@@H](C(=O)OCC1=CC=CC=C1)CNC(=O)OC(C)(C)C